FC(C1=NN=C(O1)C1=CC(=C(CN2N=NC(=C2)C=2C=C(SC2)C=O)C=C1)F)F 4-(1-(4-(5-(difluoromethyl)-1,3,4-oxadiazol-2-yl)-2-fluorobenzyl)-1H-1,2,3-triazol-4-yl)thiophen-2-carbaldehyde